COC1=C(C=CC(=C1)OC)CN(C1=NC2=CC(=CC=C2C=C1)N)C N2-[(2,4-dimethoxyphenyl)methyl]N2-methylquinoline-2,7-diamine